C(CC)S(=O)(=O)[O-].C(=C)C=1NC=C[NH+]1 vinylimidazolium propanesulfonate